C1(CCCC1)C1=CC(=NN1)NC1=NC(=NC=C1)N1C[C@H](OCC1)CNC(OC(C)(C)C)=O tert-Butyl N-[[(2R)-4-[4-[(5-Cyclopentyl-1H-pyrazol-3-yl)amino]pyrimidin-2-yl]morpholin-2-yl]methyl]carbamate